FC(C(=O)O)(F)F.ClC=1C=CC(=NC1C(F)(F)F)[C@@H]1CN2[C@H](CO1)CNCC2 (3S,9aS)-3-(5-chloro-6-(trifluoromethyl)pyridin-2-yl)octahydropyrazino[2,1-c][1,4]oxazine trifluoroacetate